Diethylentriamine Pentaacetate C(C)(=O)O.C(C)(=O)O.C(C)(=O)O.C(C)(=O)O.C(C)(=O)O.NCCNCCN